C(=O)(O)CN1CCN2CCCN(CCN(CCC1)CC2)CC(=O)O 4,11-bis(carboxymethyl)-1,4,8,11-tetraazabicyclo[6.6.2]-hexadecan